1,1-diethynyl-1-silacyclohexane C(#C)[Si]1(CCCCC1)C#C